ClC=1C(=NC=NC1C1=CC(=CC(=C1)Cl)Cl)C(=O)Cl 5-chloro-6-(3,5-dichlorophenyl)pyrimidine-4-carbonyl chloride